BrC=1C=CC=2C3=C(C=NC2C1)N=C(N3)[C@@H]3CN(CC3)C(=O)OC(C)(C)C tert-butyl (S)-3-(7-bromo-1H-imidazo[4,5-c]quinolin-2-yl)pyrrolidine-1-carboxylate